(2S,4R)-4-methylpyrrolidin C[C@@H]1CCNC1